CC1(OB(OC1(C)C)C=1C=CC(=NC1)N1CCN(CC1)C(=O)OCC[Si](C)(C)C)C 2-(trimethylsilyl)ethyl 4-[5-(4,4,5,5-tetramethyl-1,3,2-dioxaborolan-2-yl)-2-pyridyl]-1-piperazinecarboxylate